N-(3-(7-((3S,4S)-4-amino-3-methyl-2-oxa-8-azaspiro[4.5]decane-8-yl)-2,4-dioxa-1,2-dihydropteridine-3(4H)-yl)-2-chlorophenyl)-1-methyl-1H-pyrazole-4-carboxamide N[C@@H]1[C@@H](OCC12CCN(CC2)C2=CN=C1ON(ONC1=N2)C=2C(=C(C=CC2)NC(=O)C=2C=NN(C2)C)Cl)C